2-amino-2-(3-chloro-4-fluorophenyl)propyl 2,2-dimethylpropanoate hydrochloride Cl.CC(C(=O)OCC(C)(C1=CC(=C(C=C1)F)Cl)N)(C)C